N-[1-[5-bromo-2-[5-(2,2,2-trifluoroethoxy)pyrimidin-2-yl]-1,2,4-triazol-3-yl]ethyl]-3-(2,2,2-trifluoroethoxy)-5-(trifluoromethyl)benzamide BrC=1N=C(N(N1)C1=NC=C(C=N1)OCC(F)(F)F)C(C)NC(C1=CC(=CC(=C1)C(F)(F)F)OCC(F)(F)F)=O